C[Si](OC)(C(C)(C)C)C di(methyl)tert-butyl-(methoxy)silane